FC1=C(C(=NC(=N1)C=1OC(=CC1)[N+](=O)[O-])OC)C(F)(F)F 6-fluoro-4-methoxy-2-(5-nitro-2-furyl)-5-trifluoromethylpyrimidine